(S)-3-(2,3-bis(1-hydroxy-3,3-dimethyl-1,3-dihydrobenzo[c][1,2]oxaborole-7-carboxamido)propanamido)propanoic acid OB1OC(C2=C1C(=CC=C2)C(=O)N[C@H](C(=O)NCCC(=O)O)CNC(=O)C2=CC=CC1=C2B(OC1(C)C)O)(C)C